CC1OC2(OC1)CCN(CC2)C=2SC1=C(C(N2)=O)C=C(C=C1[N+](=O)[O-])C(F)(F)F 2-(2-methyl-1,4-dioxa-8-azaspiro[4.5]decane-8-yl)-8-nitro-6-(trifluoromethyl)-4H-benzo[E][1,3]thiazin-4-one